O=C1NC(CCC1N1C(C2=CC(=C(C=C2C1=O)F)N1CCC2(CC(C2)CO)CC1)=O)=O 2-(2,6-dioxopiperidin-3-yl)-5-fluoro-6-(2-(hydroxymethyl)-7-azaspiro[3.5]non-7-yl)isoindoline-1,3-dione